C(C=C)(=O)OC(CC)S(=O)(=O)O Acryloxypropanesulfonic acid